tert-butyl 3-((fluoromethyl)selanyl)-1H-indole-1-carboxylate FC[Se]C1=CN(C2=CC=CC=C12)C(=O)OC(C)(C)C